FC=1C=2CCCC2C(=C2CCCC12)NC(=O)N=[S@@](=O)(N)C=1C=NN2C1O[C@@H](C2)COC (S,2S)-N'-((8-fluoro-1,2,3,5,6,7-hexahydro-s-indacen-4-yl)carbamoyl)-2-(methoxymethyl)-2,3-dihydropyrazolo[5,1-b]oxazole-7-sulfonimidamide